F[C@H]1[C@H](CN(C1)C)OCC1=CC=C(C=C1)N1C=NC(=C1)NC=1N=CC(=NC1)C#N 5-((1-(4-((((3S,4R)-4-fluoro-1-Methylpyrrolidin-3-yl)oxy)methyl)phenyl)-1H-imidazol-4-yl)amino)pyrazine-2-carbonitrile